1-chloro-3-fluoro-2-(isothiocyanatomethyl)benzene ClC1=C(C(=CC=C1)F)CN=C=S